BrC=1C=C(C=CC1C)NC(C1=CN=CC(=C1)Cl)=O N-(3-bromo-4-methylphenyl)-5-chloronicotinamide